tert-butyl 4-[1-[3-amino-6-(3-fluoro-2-hydroxy-phenyl)pyridazin-4-yl]pyrazol-4-yl]piperazine-1-carboxylate NC=1N=NC(=CC1N1N=CC(=C1)N1CCN(CC1)C(=O)OC(C)(C)C)C1=C(C(=CC=C1)F)O